FC(C1=C(C=CC=C1)C1CCN(CC1)C(=O)C1=NNC=2CN(CCC21)C(=O)OC(C)(C)C)(F)F tert-butyl 3-(4-(2-(trifluoromethyl)phenyl)piperidine-1-carbonyl)-1,4,5,7-tetrahydro-6H-pyrazolo[3,4-c]pyridine-6-carboxylate